COC(=O)[C@@H]1CCCC=2N1C(N(N2)CC2=CC(=C(C=C2)F)C(F)(F)F)=O Methyl-(5S)-2-[4-fluoro-3-(trifluoromethyl)benzyl]-3-oxo-2,3,5,6,7,8-hexahydro[1,2,4]triazolo[4,3-a]pyridine-5-carboxylate